C(C=C)(=O)N1C(CN(CC1)C1=NC=NC2=CC(=C(C=C12)C#N)Cl)C#N 4-(4-acryloyl-3-cyanopiperazin-1-yl)-7-chloroquinazoline-6-carbonitrile